methyl 5-{2-[2-(1,3-dioxolan-2-yl)-3-[(4-methoxyphenyl)methoxy] phenyl]ethyl}-2-methylpyrazole-3-carboxylate O1C(OCC1)C1=C(C=CC=C1OCC1=CC=C(C=C1)OC)CCC=1C=C(N(N1)C)C(=O)OC